NC1=NN2C(N=CC(=C2)F)=C1C(=O)NC=1C=NC=CC1C1=C(C=NC=C1)C 2-amino-6-fluoro-N-(3'-methyl-[4,4'-bipyridin]-3-yl)pyrazolo[1,5-a]pyrimidine-3-carboxamide